2-(3-(sec-butyl)-2-oxo-1,2,3,5-tetrahydro-4H-benzo[1,4]diazepin-4-yl)-2-oxo-acetamide C(C)(CC)C1C(NC2=C(CN1C(C(=O)N)=O)C=CC=C2)=O